(R)-5-(((2-((4-methyl-3-oxo-1,2,3,4-tetrahydropyrido[2,3-b]pyrazin-6-yl)oxy)ethyl)amino)methyl)-3-(3-oxo-3,4-dihydro-2H-pyrazino[2,3-b][1,4]thiazin-6-yl)oxazolidin-2-one CN1C2=C(NCC1=O)C=CC(=N2)OCCNC[C@@H]2CN(C(O2)=O)C2=NC1=C(SCC(N1)=O)N=C2